Di-isononylisophthalat C(CCCCCC(C)C)OC(C1=CC(C(=O)OCCCCCCC(C)C)=CC=C1)=O